ClC1=C(C=C(C=2C3=C(NC12)CCN(C3C)C(=O)C3=NC=C(C=N3)OC)CCC#N)Cl 3-(6,7-dichloro-2-(5-methoxypyrimidine-2-carbonyl)-1-methyl-2,3,4,5-tetrahydro-1H-pyrido[4,3-b]indol-9-yl)propanenitrile